C(C1=CC=CC=C1)OC=1C(C(=CN2N(CN(C(C21)=O)C=CCCCC(=O)[O-])C(C=C)C)C(NCC2=C(C=C(C=C2F)F)F)=O)=O (2R)-2-[5-benzyloxy-1-(1-methylallyl)-4,6-dioxo-7-((2,4,6-trifluorophenyl)methylcarbamoyl)-2H-pyrido[2,1-f][1,2,4]triazin-3-ylbut-3-enyl]acetate